FC1=CC=C(C=C1)CC=O 4-fluoro-phenylacetaldehyde